FC(C1=NC2=CC=CC=C2C(=C1)N[C@@H]1C[C@@H](CCC1)NC(CC)=O)(F)F N-[(1r,3S)-3-{[2-(trifluoromethyl)quinolin-4-yl]amino}cyclohexyl]propanamide